tert-butyl (S)-4-(5-(4-chloro-7-((2-(trimethylsilyl) ethoxy) methyl)-7H-pyrrolo[2,3-d]pyrimidin-6-yl) pyridin-2-yl)-3-methylpiperazine-1-carboxylate ClC=1C2=C(N=CN1)N(C(=C2)C=2C=CC(=NC2)N2[C@H](CN(CC2)C(=O)OC(C)(C)C)C)COCC[Si](C)(C)C